[Na+].C=CC1=CC=C(C=C1)S(=O)(=O)[O-] 4-styrenesulfonic acid, sodium salt